O[C@@H](C(=O)[O-])CC(C)C (R)-2-hydroxy-4-methylpentanoate